C(C)(C)(C)C=1SC(=CN1)CN1CC2(CN(C2)C(=O)N2CC3(C2)CC(C3)N3N=C(N=C3)C3(CC3)O)C1 [6-[(2-tert-butylthiazol-5-yl)methyl]-2,6-diazaspiro[3.3]heptan-2-yl]-[6-[3-(1-hydroxycyclopropyl)-1,2,4-triazol-1-yl]-2-azaspiro[3.3]heptan-2-yl]methanone